{4-(1,10-phenanthrolin-2-yl)-phenyl}amine N1=C(C=CC2=CC=C3C=CC=NC3=C12)C1=CC=C(C=C1)N